3-fluoro-N-(1-(2-fluorophenyl)-2-methylpropan-2-yl)-1-methyl-1H-pyrrolo[2,3-b]pyridine-5-carboxamide FC1=CN(C2=NC=C(C=C21)C(=O)NC(CC2=C(C=CC=C2)F)(C)C)C